4'-chloro-[1,1'-biphenyl]-4-carbonitrile ClC1=CC=C(C=C1)C1=CC=C(C=C1)C#N